[4-(difluoromethoxy)phenyl]pyrimidine-4,6-diamine FC(OC1=CC=C(C=C1)C1=NC(=CC(=N1)N)N)F